C1=CC=CC=2C3=CC=CC=C3N(C12)C=1C=C(C=CC1)C1=CC=C(C=C1)NC1=CC(=CC=C1)C=1C2=CC=CC=C2C=2C=CC=CC2C1 3'-(9H-carbazol-9-yl)-N-(3-(phenanthren-9-yl)phenyl)-[1,1'-biphenyl]-4-amine